N4-methyl-5-methylcytidine CNC1=NC(N([C@H]2[C@H](O)[C@H](O)[C@@H](CO)O2)C=C1C)=O